N-(3-chloro-4-(trifluoromethyl)phenyl)-2-oxo-3,5,6,7,8,9-hexahydro-2H-5,8-methanocyclohepta[d]pyrimidine-10-carboxamide ClC=1C=C(C=CC1C(F)(F)F)NC(=O)C1C2CCC1CC1=NC(NC=C12)=O